tert-butyl (cyclobutylmethyl)(methyl)carbamate C1(CCC1)CN(C(OC(C)(C)C)=O)C